(3R)-3-{[5-(2-chloro-5-propionylphenyl)-1-trityl-1H-indazol-3-yl]carbamoyl}piperidine-1-carboxylic acid tert-butyl ester C(C)(C)(C)OC(=O)N1C[C@@H](CCC1)C(NC1=NN(C2=CC=C(C=C12)C1=C(C=CC(=C1)C(CC)=O)Cl)C(C1=CC=CC=C1)(C1=CC=CC=C1)C1=CC=CC=C1)=O